4-chloro-2,7-dimethyl-6-(tetrahydrofuran-3-yl)-7,8-dihydro-6H-[1,4]Oxazino[3,2-g]Quinazoline ClC1=NC(=NC2=CC3=C(C=C12)N(C(CO3)C)C3COCC3)C